noNacetyl-5-hydroxytryptamine C(CCCCCCCCCCCCCCC)C=1C(=C2NC(=C(C(C(N(CCCCCCCCCCCCCCCC)CCCCCCCCCCCCCCCC)(CCCCCCCCCCCCCCCC)CCCCCCCCCCCCCCCC)(CCCCCCCCCCCCCCCC)CCCCCCCCCCCCCCCC)C2=CC1O)CCCCCCCCCCCCCCCC)CCCCCCCCCCCCCCCC